2-(2-isopropoxyethoxy)isoindolin-1,3-dione C(C)(C)OCCON1C(C2=CC=CC=C2C1=O)=O